FC1=C(C(=O)NCC2=C(N=CN=N2)O)C=CC(=C1)F 2,4-difluoro-N-[(5-hydroxy-1,2,4-triazin-6-yl)methyl]benzamide